(2E)-4-(dimethylamino)-1-[(2S)-2-{[(4-{3-[3-(trifluoromethyl)phenyl]-1H-pyrrolo[3,2-b]pyridin-2-yl}pyridin-3-yl)oxy]methyl}pyrrolidin-1-yl]but-2-en-1-one CN(C/C=C/C(=O)N1[C@@H](CCC1)COC=1C=NC=CC1C1=C(C2=NC=CC=C2N1)C1=CC(=CC=C1)C(F)(F)F)C